tert-butyl 3-(cyanomethyl)-3-(4-((5-nitro-1-(phenylsulfonyl)-1H-pyrrolo[2,3-b]pyridin-4-yl)amino)-1H-pyrazol-1-yl)azetidine-1-carboxylate C(#N)CC1(CN(C1)C(=O)OC(C)(C)C)N1N=CC(=C1)NC1=C2C(=NC=C1[N+](=O)[O-])N(C=C2)S(=O)(=O)C2=CC=CC=C2